diisooctyl 2,3-dichloromaleate Cl/C(/C(=O)OCCCCCC(C)C)=C(/C(=O)OCCCCCC(C)C)\Cl